ClC=1N(C(C2=C(N1)N(C=C2)C2=CC=C(C=C2)[C@H]2NC[C@@H](OC2)C)=O)CC2(CCN(CC2)C(=O)C2(CC2)C)O Chloro-3-((4-hydroxy-1-(1-methylcyclopropane-1-carbonyl)piperidin-4-yl)methyl)-7-(4-((3R,6S)-6-methylmorpholin-3-yl)phenyl)-3,7-dihydro-4H-pyrrolo[2,3-d]pyrimidin-4-one